1-(2-chloro-6-nitro-phenyl)-4-methoxy-4-methyl-piperidine ClC1=C(C(=CC=C1)[N+](=O)[O-])N1CCC(CC1)(C)OC